N1CCC(CC1)C=1C=NC(=NC1)N1C[C@H]2CNC3=NN=C(C=C3N2CC1)C1=C(C=CC=C1)O 2-[(10R)-12-[5-(4-piperidyl)pyrimidin-2-yl]-1,5,6,8,12-pentazatricyclo[8.4.0.02,7]tetradeca-2,4,6-trien-4-yl]phenol